BrC1=C(C=CC(=C1)F)C=1C(=NNN1)C#N 5-(2-bromo-4-fluorophenyl)-2H-1,2,3-triazole-4-carbonitrile